(S)-N,N-dimethyl-3-(1-naphthoxy)-2-thienylpropylamine CN(C)CCCC=1SC=CC1OC1=CC=CC2=CC=CC=C12